[C@@H]12N(C[C@@H](NC1)C2)CCON(C(=O)C2=CC=C(C=C2)N\C(=C\2/C(NC1=CC(=C(C=C21)C)C(=O)OC)=O)\C2=CC=CC=C2)C (Z)-Methyl 3-(((4-((2-((1S,4S)-2,5-diazabicyclo[2.2.1]heptan-2-yl)ethoxy)(methyl)carbamoyl)phenyl)amino)(phenyl)methylene)-5-methyl-2-oxoindoline-6-carboxylate